ClC1=CC=C(C=C1)C1=NC2=CC=CC=C2C(N1)=O 2-(4-chlorophenyl)-quinazolin-4(3H)-one